4-[4-(2-aminoethyl)phenyl]-3-[2-methyl-5-(5-methylpyridin-2-yl)pyrazol-3-yl]oxybenzonitrile NCCC1=CC=C(C=C1)C1=C(C=C(C#N)C=C1)OC=1N(N=C(C1)C1=NC=C(C=C1)C)C